C(C)(C)C1=CC(=NN1)NC1=CN=C2C(=N1)N(C=C2)[C@@H](C)C=2C=NC=CC2 (S)-N-(5-isopropyl-1H-pyrazol-3-yl)-5-(1-(pyridin-3-yl)ethyl)-5H-pyrrolo[2,3-b]pyrazin-3-amine